2,6-bis(3-chlorophenyl)pyridine-3,5-diyl-bis(phenylmethanone) ClC=1C=C(C=CC1)C1=NC(=C(C=C1C(=O)C1=CC=CC=C1)C(=O)C1=CC=CC=C1)C1=CC(=CC=C1)Cl